perfluoroundecanecarboxylic acid FC(C(C(C(C(C(C(C(C(C(C(F)(F)F)(F)F)(F)F)(F)F)(F)F)(F)F)(F)F)(F)F)(F)F)(F)F)(C(=O)O)F